(R)-4-(7-((3,3-Difluoroazetidine-1-yl)methyl)-2-(1H-pyrrolo[2,3-b]pyridin-4-yl)thieno[3,2-d]pyrimidin-4-yl)-3-methylmorpholine FC1(CN(C1)CC1=CSC2=C1N=C(N=C2N2[C@@H](COCC2)C)C2=C1C(=NC=C2)NC=C1)F